O[SiH2]O[SiH2]O trioxasilane